N-(3-chloro-5-(methylsulfonyl)phenyl)-5-methyl-1-(5-(pyrrolidin-1-yl)pyridin-2-yl)-1H-pyrrole-3-carboxamide ClC=1C=C(C=C(C1)S(=O)(=O)C)NC(=O)C1=CN(C(=C1)C)C1=NC=C(C=C1)N1CCCC1